COC(=O)C1CC2=C(SC(=C2C(C2=C(C=CC=C2)CC)=O)N)C1 2-amino-3-(2-ethylbenzoyl)-4H,5H,6H-cyclopenta[b]thiophene-5-carboxylic acid methyl ester